4-bromo-2-methoxy-N-(5-(thiophen-2-yl)-1,3,4-oxadiazol-2-yl)benzamide BrC1=CC(=C(C(=O)NC=2OC(=NN2)C=2SC=CC2)C=C1)OC